N'-((3-(methoxymethyl)-1,2,3,5,6,7-hexahydro-s-indacen-4-yl)carbamoyl)-3-methyl-2,3-dihydropyrazolo[5,1-b]oxazole-7-sulfonimidamide COCC1CCC2=CC=3CCCC3C(=C12)NC(=O)N=S(=O)(N)C=1C=NN2C1OCC2C